FC=1C(=NC=C(C1)F)C1=NN2C(OCCC2)=C1C1=C2C(=NC(=C1)C)NN=C2 2-(3,5-Difluoro-2-pyridyl)-3-(6-methyl-1H-pyrazolo[3,4-b]pyridin-4-yl)-6,7-dihydro-5H-pyrazolo[5,1-b][1,3]oxazine